3-(pentylselenyl)-1-(2,6,6-trimethyl-3-cyclohexen-1-yl)-1-butanone C(CCCC)[Se]C(CC(=O)C1C(C=CCC1(C)C)C)C